Ethyl (E)-3-(7-(2-octylcyclopropyl)heptyl)dodec-2-enoate C(CCCCCCC)C1C(C1)CCCCCCC/C(=C/C(=O)OCC)/CCCCCCCCC